C(C)(=O)C1=CC=C(C=C1)C1=C(N2C([C@H]([C@H]2[C@H]1C)CCO)=O)C(=O)[O-] (4S,5R,6S)-3-(4-acetyl-phenyl)-6-((1'R)-hydroxy-ethyl)-4-methyl-7-oxo-1-aza-bicyclo[3.2.0]hept-2-ene-2-carboxylate